N1N=CC(=C1)C1=CC=C(C=C1)NC1=NC(=NC=C1)C1=CC=C2C=C(NC2=C1)C(=O)NC1CC(CCC1)N1CCOCC1 6-(4-((4-(1H-pyrazol-4-yl)phenyl)amino)pyrimidin-2-yl)-N-(3-morpholino-cyclohexyl)-1H-indole-2-carboxamide